yttrium tridecanoate C(CCCCCCCCCCCC)(=O)[O-].[Y+3].C(CCCCCCCCCCCC)(=O)[O-].C(CCCCCCCCCCCC)(=O)[O-]